tert-butyl 4-(4-fluoro-2-(trifluoromethyl) phenyl)-5,6-dihydropyridine-1(2H)-carboxylate FC1=CC(=C(C=C1)C1=CCN(CC1)C(=O)OC(C)(C)C)C(F)(F)F